CN1C(=NC=C1)C(C)C=1N(C=CN1)C bis(1-methylimidazolyl)ethane